7-((2-((2-(difluoromethoxy)-4-(4-(4-isopropylpiperazin-1-yl)piperidin-1-yl)phenyl)amino)-5-(trifluoromethyl)pyrimidin-4-yl)amino)isoindolin-1-one FC(OC1=C(C=CC(=C1)N1CCC(CC1)N1CCN(CC1)C(C)C)NC1=NC=C(C(=N1)NC=1C=CC=C2CNC(C12)=O)C(F)(F)F)F